N-[(1R)-1-[4-Methoxy-3-(1-methylpyrazol-4-yl)phenyl]ethyl]-2-methyl-5-[(1R,4R)-5-methyl-2,5-diazabicyclo[2.2.1]heptan-2-yl]benzamide COC1=C(C=C(C=C1)[C@@H](C)NC(C1=C(C=CC(=C1)N1[C@H]2CN([C@@H](C1)C2)C)C)=O)C=2C=NN(C2)C